FC1=C(C(=C(C(=C1[B-](C1=C(C(=C(C(=C1F)F)F)F)F)(C1=C(C(=C(C(=C1F)F)F)F)F)C1=C(C(=C(C(=C1F)F)F)F)F)F)F)F)F.C1(=CC=CC=C1)C[NH2+]CC1=CC=CC=C1 N,N-diphenylmethylammonium tetrakis(pentafluorophenyl)borate